5-bromo-6-chloro-7-fluoronaphtho[1,2-d][1,2,3]oxadiazole BrC1=CC2=C(N=NO2)C2=CC=C(C(=C12)Cl)F